(1R,2R)-2-(((benzyloxy)carbonyl)amino)-5,5-difluorocyclohexane-1-carboxylic acid C(C1=CC=CC=C1)OC(=O)N[C@H]1[C@@H](CC(CC1)(F)F)C(=O)O